CC1=C(C=CC(=C1)O)C1=C(C=C(C=C1)O)C 2,2'-dimethyl-4,4'-dihydroxybiphenyl